ClC=1C=C(C(=O)N2CC=3C(=NN4C3C(N(C[C@H]4C(=O)NC)[C@@H](C)C=4C=NC(=NC4)C(F)(F)F)=O)C[C@H]2C)C=CC1Cl (3R,7S)-2-(3,4-Dichlorobenzoyl)-N,3-dimethyl-10-oxo-9-((S)-1-(2-(trifluoromethyl)pyrimidin-5-yl)ethyl)-1,2,3,4,7,8,9,10-octahydropyrido[4',3':3,4]pyrazolo[1,5-a]pyrazine-7-carboxamide